3-((5-(3-fluorophenyl)pyrimidin-2-yl)amino)-N-(isoindolin-5-yl)benzamide FC=1C=C(C=CC1)C=1C=NC(=NC1)NC=1C=C(C(=O)NC=2C=C3CNCC3=CC2)C=CC1